O1[C@@H](CCC1)COS(=O)(=O)C1=CC=C(C=C1)C 4-Methylbenzenesulfonic acid (2S)-tetrahydrofuran-2-ylmethyl ester